CN1N=CC(=C1)C=1C=C(C=2N(C1)N=CC2C#N)SC2=NC=CC=C2 6-(1-methyl-1H-pyrazol-4-yl)-4-(pyridin-2-ylthio)pyrazolo[1,5-a]pyridine-3-carbonitrile